FC=1C=C(C=CC1OC1=CC2=C(N=C(N=C2)SC)NC1=O)NC(C)=O N-(3-fluoro-4-((2-(methylthio)-7-oxo-7,8-dihydropyrido[2,3-d]pyrimidin-6-yl)oxy)phenyl)acetamide